tert-butyl 5-[7-amino-2-(2-carbamoylallyl)-1-oxo-isoindolin-4-yl]-3-[3-methoxy-4-(methylcarbamoyl)phenyl]indazole-1-carboxylate NC=1C=CC(=C2CN(C(C12)=O)CC(=C)C(N)=O)C=1C=C2C(=NN(C2=CC1)C(=O)OC(C)(C)C)C1=CC(=C(C=C1)C(NC)=O)OC